O=S1(CCC(CC1)C1=CC2=C(N=CN=C2N[C@H](C)C2=CC=C(S2)C2=C(CN(C(OC(C)(C)C)=O)C)C=CC=C2)NC1=O)=O tert-butyl (R)-(2-(5-(1-((6-(1,1-dioxidotetrahydro-2H-thiopyran-4-yl)-7-oxo-7,8-dihydropyrido[2,3-d]pyrimidin-4-yl)amino)ethyl)thiophen-2-yl)benzyl)(methyl)-carbamate